6-Chloro-3-[[(1R)-1-[3,6-dimethyl-4-oxo-2-(1H-pyrazol-4-yl)chromen-8-yl]ethyl]amino]-N'-hydroxy-pyridine-2-carboxamidine ClC1=CC=C(C(=N1)C(=NO)N)N[C@H](C)C=1C=C(C=C2C(C(=C(OC12)C=1C=NNC1)C)=O)C